rac-4-nitro-3-(((7,9,9-trimethyl-1,4-dioxaspiro[4.5]dec-7-yl)methyl)amino)benzonitrile [N+](=O)([O-])C1=C(C=C(C#N)C=C1)NC[C@]1(CC2(OCCO2)CC(C1)(C)C)C |r|